5,9-bis(2,6-difluorophenyl)-2,7,12-tris(2,6-dimethylphenyl)-5,9-dihydro-5,9-diaza-13b-boranaphtho[3,2,1-de]anthracene FC1=C(C(=CC=C1)F)N1C=2C=CC(=CC2B2C3=C1C=C(C=C3N(C=3C=CC(=CC23)C2=C(C=CC=C2C)C)C2=C(C=CC=C2F)F)C2=C(C=CC=C2C)C)C2=C(C=CC=C2C)C